CC1=NOC(=C1CN1C=2N(C3=CC=C(C=C3C1=O)S(=O)(=O)NC1(CC1)C)[C@@H](CN2)C)C (R)-4-((3,5-dimethylisoxazol-4-yl)methyl)-1-methyl-N-(1-methylcyclopropyl)-5-oxo-1,2,4,5-tetrahydroimidazo-[1,2-a]quinazoline-7-sulfonamide